O1COC(=C1)B(O)O [1,3]Dioxol-4-ylboronic acid